NC([C@H](C[C@H]1C(NCCC1)=O)NC(OCC1=CC=CC=C1)=O)=O benzyl N-[(1S)-2-amino-2-oxo-1-[[(3S)-2-oxo-3-piperidyl]methyl]ethyl]carbamate